4-(4-((cyclopropylmethyl)amino)-1-((5-methoxy-7-methyl-1H-indol-4-yl)methyl)piperidin-2-yl)benzoic acid C1(CC1)CNC1CC(N(CC1)CC1=C2C=CNC2=C(C=C1OC)C)C1=CC=C(C(=O)O)C=C1